C(C)OC(=O)[C@@H]1OC(O[C@H]1C(=O)OCC)(C)C (4R,5R)-2,2-dimethyl-1,3-dioxolane-4,5-dicarboxylic acid diethyl ester